2,6-diphenyl-anthracene C1(=CC=CC=C1)C1=CC2=CC3=CC=C(C=C3C=C2C=C1)C1=CC=CC=C1